C([C@@H](O)[C@H](O)C(=O)O)(=O)O d(-)-tartaric acid